(Z)-3-chloro-N-[[4-[(1R)-1,2-dihydroxyethyl]-1-[4-(trifluoromethoxy)phenyl]pyrazolo[3,4-b]pyridin-3-yl]methyl]prop-2-enamide Cl\C=C/C(=O)NCC1=NN(C2=NC=CC(=C21)[C@H](CO)O)C2=CC=C(C=C2)OC(F)(F)F